1,4-Benzoxazepine O1C=CN=CC2=C1C=CC=C2